3-ethyl 1,1,1,3,5,5,5-heptamethyl trisiloxane 2-trimethylsilylethyl 4-[2-[2-(p-tolylsulfonyloxy) ethoxy]ethoxy]piperidine-1-carboxylate C1(=CC=C(C=C1)S(=O)(=O)OCCOCCOC1CCN(CC1)C(=O)OCC[Si](C)(C)C)C.C(C)[Si](O[Si](C)(C)C)(O[Si](C)(C)C)C